methyl N-[5-[6-[(3,4-difluorophenyl)-methyl-carbamoyl]-8-methyl-imidazo[1,2-a]pyridin-3-yl]-2-pyridyl]carbamate FC=1C=C(C=CC1F)N(C(=O)C=1C=C(C=2N(C1)C(=CN2)C=2C=CC(=NC2)NC(OC)=O)C)C